2-methylpropan-2-yl 1,4,5,6-tetrahydropyrrolo[4,3-c]pyrazole-5-carboxylate N1N=CC2=C1CN(C2)C(=O)OC(C)(C)C